1H,4H,5H,6H,7H,8H-imidazo[4,5-e][1,4]diazepin-5,8-dione N1C=NC=2NC(CNC(C21)=O)=O